C1(=CC=CC=C1)C1C(C1)NC(=O)N1CCC(CC1)=CC1=CC(=CC=C1)OC1=NC=CC=C1 4-[3-(pyridin-2-yloxy)-benzylidene]-piperidine-1-carboxylic acid (2-phenyl-cyclopropyl)-amide